ClC1=CC(=NC(=C1)C=1C=NN2C1C=C(C=C2)C(F)(F)F)N2CCN(CC2)C(=O)OC(C)(C)C tert-butyl 4-[4-chloro-6-[5-(trifluoromethyl) pyrazolo[1,5-a]pyridin-3-yl]-2-pyridyl]piperazine-1-carboxylate